N-(3-fluoro-4-((3-((4-methoxy-2-methylbutan-2-yl)amino)-1H-pyrazolo[3,4-b]pyridin-4-yl)oxy)phenyl)-2-(4-fluorophenyl)-3-oxo-2,3-dihydropyridazine-4-carboxamide FC=1C=C(C=CC1OC1=C2C(=NC=C1)NN=C2NC(C)(CCOC)C)NC(=O)C=2C(N(N=CC2)C2=CC=C(C=C2)F)=O